CCC(=O)O[C@@]1([C@@H](C[C@@H]2[C@@]1(C[C@@H]([C@]3([C@H]2C[C@@H](C4=CC(=O)C=C[C@@]43C)F)F)O)C)C)C(=O)SCF The molecule is a trifluorinated corticosteroid that consists of 6alpha,9-difluoro-11beta,17alpha-dihydroxy-17beta-{[(fluoromethyl)sulfanyl]carbonyl}-16-methyl-3-oxoandrosta-1,4-diene bearing a propionyl substituent at position 17; has anti-inflammatory, anti-asthmatic and anti-allergic activity. It has a role as an anti-allergic agent, an anti-asthmatic drug, an anti-inflammatory drug, a dermatologic drug, a bronchodilator agent and an adrenergic agent. It is a corticosteroid, a steroid ester, an 11beta-hydroxy steroid, a propanoate ester, a fluorinated steroid, a thioester and a 3-oxo-Delta(1),Delta(4)-steroid. It derives from a fluticasone. It derives from a hydride of an androstane.